C(C1=CC=CC=C1)(C1=CC=CC=C1)C(C(C)N)N 1-benzhydryl-1,2-propanediamine